N-{(1S)-1-cyano-2-[(3S)-2-oxopyrrolidin-3-yl]ethyl}-N2-[(cyclohexyloxy)acetyl]-4-methyl-L-leucinamide C(#N)[C@H](C[C@H]1C(NCC1)=O)NC([C@@H](NC(COC1CCCCC1)=O)CC(C)(C)C)=O